OC1=CC2=C(N=NN(C2=O)CC(=O)N[C@@H](C)C2=CC=C(C=C2)OC(F)(F)F)C=C1 (S)-2-(6-hydroxy-4-oxobenzo[d][1,2,3]triazin-3(4H)-yl)-N-(1-(4-(trifluoromethoxy)phenyl)ethyl)acetamide